6-[4-[3-(methylamino)propionyl]-1,4-diazepan-1-yl]pyridine-3-carbonitrile CNCCC(=O)N1CCN(CCC1)C1=CC=C(C=N1)C#N